2-cyclopropyl-5-ethynylpyridine C1(CC1)C1=NC=C(C=C1)C#C